CN1C(=NN=N1)SCC2=C(N3[C@@H]([C@@](C3=O)(NC(=O)C4SC(=C(C(=O)N)C(=O)O)S4)OC)SC2)C(=O)O The molecule is a semi-synthetic second-generation cephamycin antibiotic with [(1-methyl-1H-tetrazol-5-yl)sulfanyl]methyl, methoxy and {[4-(2-amino-1-carboxy-2-oxoethylidene)-1,3-dithietan-2-yl]carbonyl}amino groups at the 3, 7alpha, and 7beta positions, respectively, of the cephem skeleton. It is resistant to a wide range of beta-lactamases and is active against a broad spectrum of aerobic and anaerobic Gram-positive and Gram-negative microorganisms. It has a role as an antibacterial drug. It is a conjugate acid of a cefotetan(2-).